C(C)(C)C1=NC(=CC=C1)C(C)C 2,6-diiso-propylpyridine